COC1=C(C(=O)P(CC(CC(C)(C)C)C)(C(C2=C(C=CC=C2OC)OC)=O)=O)C(=CC=C1)OC bis(2,6-dimethoxybenzoyl)-2,4,4-trimethyl-Pentylphosphin oxide